(2S,4R)-1-[(2S)-2-(4-cyclopropyltriazol-1-yl)-3,3-dimethyl-butanoyl]-4-hydroxy-N-[[3-(trifluoromethyl)-5,6,7,8-tetrahydroimidazo[1,5-a]pyridin-1-yl]methyl]pyrrolidine-2-carboxamide C1(CC1)C=1N=NN(C1)[C@H](C(=O)N1[C@@H](C[C@H](C1)O)C(=O)NCC=1N=C(N2C1CCCC2)C(F)(F)F)C(C)(C)C